N-(5-(2-((2,3-difluoro-4-(4-methylpiperazin-1-yl)phenyl)amino)quinazolin-8-yl)pyridin-3-yl)acrylamide FC1=C(C=CC(=C1F)N1CCN(CC1)C)NC1=NC2=C(C=CC=C2C=N1)C=1C=C(C=NC1)NC(C=C)=O